BrC1=CC2=C(N(C(N2C)=O)C2C(N(C(CC2)=O)CC2=CC=C(C=C2)OC)=O)C=C1F 3-(5-Bromo-6-fluoro-3-methyl-2-oxo-benzimidazol-1-yl)-1-[(4-methoxyphenyl)methyl]piperidine-2,6-dione